2-(3-methoxyphenyl)-N-(2'-(4-methylpiperidin-1-yl)-[3,4'-bipyridin]-6-yl)acetamide COC=1C=C(C=CC1)CC(=O)NC1=CC=C(C=N1)C1=CC(=NC=C1)N1CCC(CC1)C